3-[4-[(5-Cyclopropyl-1H-pyrazol-3-yl)amino]pyrimidin-2-yl]-3-azabicyclo[3.1.1]heptan-1-amine C1(CC1)C1=CC(=NN1)NC1=NC(=NC=C1)N1CC2(CC(C1)C2)N